ClC1=CC=C(C=N1)CN1C(N(CC1)CCCCC(=O)O)=N[N+](=O)[O-] 5-[3-[(6-chloropyrid-3-yl)methyl]-2-nitroiminoimidazolin-1-yl]pentanoic acid